BrC1=CC=2N(C=C1OC)N=CC2 5-bromo-6-methoxypyrazolo[1,5-a]pyridine